N-(6-aminobenzo[d]thiazol-2-yl)-2-methylpyrimidine-5-carboxamide NC1=CC2=C(N=C(S2)NC(=O)C=2C=NC(=NC2)C)C=C1